C(C)C=1C=NC(=NC1)C1=CC=C(N)C=C1 4-(5-ethylpyrimidin-2-yl)aniline